CC1=CC=C(C=C1)S(=O)(=O)O[C@H]1CN(CC1)C(=O)OC(C)(C)C Tert-butyl (3R)-3-[(4-methylbenzenesulfonyl)oxy]pyrrolidine-1-carboxylate